tert-butyl 4-(3-ethoxy-3-oxopropyl)-6-azaspiro[2.5]octane-6-carboxylate C(C)OC(CCC1C2(CC2)CCN(C1)C(=O)OC(C)(C)C)=O